OC=1C=CC=C(C1)S(=O)(=O)O 5-hydroxybenzenesulfonic acid